2-bromo-6-chloro-5-fluoropyridine BrC1=NC(=C(C=C1)F)Cl